C(#N)C(NC(=O)[C@@H]1[C@H]2C([C@H]2CN1C([C@H](CC1CC1)NC(CC1CCOCC1)=O)=O)(C)C)C1=NN=CC2=CC=CC=C12 (1R,2S,5S)-N-[cyano(phthalazin-1-yl)methyl]-3-[(2S)-3-cyclopropyl-2-[(2-tetrahydropyran-4-ylacetyl)amino]propanoyl]-6,6-dimethyl-3-azabicyclo[3.1.0]hexane-2-carboxamide